1H-indazol-1-yl-pyrrolidine-1-carboxylic acid isopropyl ester C(C)(C)OC(=O)N1C(CCC1)N1N=CC2=CC=CC=C12